BrC1=CC2=C(N(C(=N2)CCCN2CCCC2)CC2=C(OCC3=CC(=C(OCC(=O)O)C=C3)CC)C=CC=C2)C=C1 2-(4-((2-((5-Bromo-2-(3-(pyrrolidin-1-yl)propyl)-1H-benzo[d]imidazol-1-yl)methyl)phenoxy)methyl)-2-ethylphenoxy)acetic acid